tert-butyl N-[(2S,3S)-3-methyl-1-({4'-propyl-[1,1'-biphenyl]-4-yl}amino)pentan-2-yl]carbamate C[C@H]([C@@H](CNC1=CC=C(C=C1)C1=CC=C(C=C1)CCC)NC(OC(C)(C)C)=O)CC